6-bromo-4-chloro-2-methylquinazoline BrC=1C=C2C(=NC(=NC2=CC1)C)Cl